6-(2-(4-bromo-3-((tert-butyldimethylsilyl)oxy)phenyl)-2-oxoethyl)-2,2-dimethyl-4H-1,3-dioxin-4-one BrC1=C(C=C(C=C1)C(CC1=CC(OC(O1)(C)C)=O)=O)O[Si](C)(C)C(C)(C)C